5-[2-(1-ethyl-4-piperidinyl)ethylcarbamoylamino]isothiazole-4-carboxamide C(C)N1CCC(CC1)CCNC(=O)NC1=C(C=NS1)C(=O)N